[3-[[6-[(2-amino-2-phenyl-ethyl)amino]-1-methyl-pyrazolo[3,4-d]pyrimidin-4-yl]amino]-1-(chloromethyl)cyclobutyl]methanol NC(CNC1=NC(=C2C(=N1)N(N=C2)C)NC2CC(C2)(CCl)CO)C2=CC=CC=C2